COC(=O)C=1NC=CC1 1H-pyrrole-2-carboxylic acid methyl ester